N-(3-bromo-4-(trifluoromethoxy)phenyl)-6-methoxy-2-(trifluoromethyl)-1H-imidazo[4,5-b]pyrazin-5-amin BrC=1C=C(C=CC1OC(F)(F)F)NC=1N=C2C(=NC1OC)NC(=N2)C(F)(F)F